(6aR,10aR)-6a,7,10,10a-tetrahydro-6,6,9-trimethyl-3-pentyl-6H-dibenzo[b,d]pyran-1-ol CC1([C@H]2[C@H](C3=C(O1)C=C(C=C3O)CCCCC)CC(=CC2)C)C